ClC=1C(=NC=CC1C1=C(C(=CC=C1)NC1=C(C(=CC=C1)C=O)OC)Cl)C1=CC(=C(CN(C(OC(C)(C)C)=O)C[C@H]2NC(CC2)=O)C=C1)OC tert-Butyl (S)-(4-(3-chloro-4-(2-chloro-3-((3-formyl-2-methoxyphenyl)amino)phenyl)pyridin-2-yl)-2-methoxybenzyl)((5-oxopyrrolidin-2-yl)methyl)carbamate